5-fluoro-N-(4-(4-(methylamino)bicyclo[2.2.2]octan-1-yl)phenyl)isoindoline-2-carboxamide FC=1C=C2CN(CC2=CC1)C(=O)NC1=CC=C(C=C1)C12CCC(CC1)(CC2)NC